ClC1=C(C(=O)N[C@H](C(=O)OC)CNC(=O)N[C@@H]2CCC3=CC=CC=C23)C(=CC=C1NCCC(C)C)Cl (S)-methyl 2-(2,6-dichloro-3-(isopentylamino)benzamido)-3-(3-((R)-2,3-dihydro-1H-inden-1-yl)ureido)propanoate